(Z)-5-((1H-benzo[d]imidazol-5-yl)methylene)-2-(phenylamino)-3,5-dihydro-4H-imidazol-4-one N1C=NC2=C1C=CC(=C2)\C=C/2\C(NC(=N2)NC2=CC=CC=C2)=O